FC1(CCC(CC1)N1C(=NC2=C1C=CC(=C2)C=2C(=NOC2C)C)[C@@H]2CCCC(N2C2=CC(=C(C=C2)OC)F)=O)F (S)-6-(1-(4,4-difluorocyclohexyl)-5-(3,5-dimethylisoxazol-4-yl)-1H-benzo[d]Imidazol-2-yl)-1-(3-fluoro-4-methylOxyphenyl)piperidin-2-one